5-amino-2-(azetidin-3-ylmethyl)-N-isopropoxy-N-propyl-6H-thieno[3,2-b]azepin-7-carboxamide NC=1CC(=CC2=C(N1)C=C(S2)CC2CNC2)C(=O)N(CCC)OC(C)C